COCC(C1=CC(=CC=C1)OC(F)(F)F)=N[S@](=O)C(C)(C)C (R)-N-(2-methoxy-1-(3-(trifluoromethoxy)phenyl)ethylidene)-2-methylpropane-2-sulfinamide